1-benzyl-N-(3-chloro-2-fluoro-4-methoxy-phenyl)-N-methyl-1H-1,2,4-triazole-3-carboxamide C(C1=CC=CC=C1)N1N=C(N=C1)C(=O)N(C)C1=C(C(=C(C=C1)OC)Cl)F